C1C=CC(=O)O[C@H]1C[C@@H]2CC(=O)C=C(O2)/C=C/C3=CC=CC=C3 The molecule is a pyranone isolated from the trunk barks of Cryptocarya obovata and has been shown to exhibit cytotoxicity against the KB cell line. It has a role as an antineoplastic agent and a plant metabolite. It is a member of 2-pyranones and a member of 4-pyranones.